FC1=C(C=CC(=C1)B1OC(C(O1)(C)C)(C)C)NC1=NC2=C(N1C[C@H]1OCC1)C=C(C=C2)C(=O)OC(C)(C)C tert-butyl (S)-2-((2-fluoro-4-(4,4,5,5-tetramethyl-1,3,2-dioxaborolan-2-yl) phenyl) amino)-1-(oxetan-2-ylmethyl)-1H-benzo[d]imidazole-6-carboxylate